3-(2-Chlorophenyl)-N-(2-ethoxyethyl)-1-methyl-1H-pyrazol-4-carboxamid ClC1=C(C=CC=C1)C1=NN(C=C1C(=O)NCCOCC)C